3-(benzyloxy)-4-((2,4-dimethoxybenzyl)amino)pyridine-2-carboxylic acid ethyl ester C(C)OC(=O)C1=NC=CC(=C1OCC1=CC=CC=C1)NCC1=C(C=C(C=C1)OC)OC